OC1=CC2=CC=C(C=C2C=C1S(=O)(=O)O)S(=O)(=O)O 2-hydroxynaphthalene-3,6-disulfonic acid